Sodium 2,2,4-trioxo-3,4-dihydro-1,2lambda6,3-oxathiazin-3-ide O=S1(OC=CC([N-]1)=O)=O.[Na+]